silver hydrogen sulfide S.[Ag]